3,4-dimethoxy-N-boc-tyramine COC1C=C(CCNC(=O)OC(C)(C)C)C=CC1(O)OC